C(CCCCCCCCCC)[NH3+] Undecylammonium